2-(3-(4-fluorophenyl)-5-isopropylisoxazol-4-yl)-N-(5-(oxetan-3-yl)pyridin-2-yl)thiazole-4-carboxamide FC1=CC=C(C=C1)C1=NOC(=C1C=1SC=C(N1)C(=O)NC1=NC=C(C=C1)C1COC1)C(C)C